C(C)(C)(C)C12C(C3C(C=C1)(O)S3)S2 p-tert-butylphenol disulfide